(E)-7-(diethylamino)-3-(3-(p-tolyl)acryloyl)-2H-chromen-2-one C(C)N(C1=CC=C2C=C(C(OC2=C1)=O)C(\C=C\C1=CC=C(C=C1)C)=O)CC